CN1N=NC(=C1CN1N=CC(=CC1=O)N1CCOCC1)C=1C=NC(=CC1)C 2-[[3-methyl-5-(6-methyl-3-pyridyl)triazol-4-yl]methyl]-5-morpholino-pyridazin-3-one